C(C(=O)O)(=O)O.CN1CC2(CC1)CCNCC2.CN2CC1(CC2)CCNCC1 2-methyl-2,8-diazaspiro[4.5]decane hemioxalate salt